C1(CC1)C1=CC(=NC=2N1N=C(C2)C2=C(C=C(C=C2)N2C[C@H](CC2)C(=O)O)F)C(=O)N2[C@@H](C1=CC=CC=C1CC2)C (3S)-1-(4-(7-cyclopropyl-5-[(1R)-1-methyl-1,2,3,4-tetrahydroisoquinoline-2-carbonyl]pyrazolo[1,5-a]pyrimidin-2-yl)-3-fluorophenyl)pyrrolidine-3-carboxylic acid